4-(3-aminopyridin-4-yl)-5-chloro-N-(5-chloro-6-(2H-1,2,3-triazol-2-yl)pyridin-3-yl)-2-fluorobenzamide NC=1C=NC=CC1C1=CC(=C(C(=O)NC=2C=NC(=C(C2)Cl)N2N=CC=N2)C=C1Cl)F